ClC=1C=C2C(=NC1C1=NC=CC=N1)N(C=C2C(=O)C=2C=NN(C2C(F)(F)F)C2=CN=CC1=C(C=CC=C21)F)C [5-chloro-1-methyl-6-(pyrimidin-2-yl)-1H-pyrrolo[2,3-b]pyridin-3-yl][1-(8-fluoroisoquinolin-4-yl)-5-(trifluoromethyl)-1H-pyrazol-4-yl]methanone